3-[1-methyl-6-[(3R,4S)-3-methyl-4-(methylamino)-1-piperidyl]indazol-3-yl]piperidine-2,6-dione hydrochloride Cl.CN1N=C(C2=CC=C(C=C12)N1C[C@H]([C@H](CC1)NC)C)C1C(NC(CC1)=O)=O